NC1=CC(=C(C(=O)NC)C=C1C)F 4-amino-2-fluoro-N,5-dimethylbenzamide